N-(2-(7-Cyano-1-methyl-4-(4-(trifluoromethoxy)phenyl)-1H-benzo[d]imidazol-6-yl)ethyl)-N-methyl-acryl-amide C(#N)C1=C(C=C(C2=C1N(C=N2)C)C2=CC=C(C=C2)OC(F)(F)F)CCN(C(C=C)=O)C